C(C1=CC=CC=C1)(=O)OOC(C1=CC(=CC=C1)C)=O benzoyl-(3-methylbenzoyl)peroxide